methyl-N-((4-methyl-3-oxo-3,4-dihydroquinoxalin-2-yl)methyl)acetamide CCC(=O)NCC1=NC2=CC=CC=C2N(C1=O)C